2-[3-ethylsulfonyl-5-[3-(trifluoromethyl)pyrazol-1-yl]-2-pyridyl]-6-(trifluoromethyl)-3H-pyrrolo[3,4-c]pyridin-1-one C(C)S(=O)(=O)C=1C(=NC=C(C1)N1N=C(C=C1)C(F)(F)F)N1CC=2C=NC(=CC2C1=O)C(F)(F)F